O[C@H]1[C@@H]([C@H]2[C@H]([C@H]([C@H]3[C@@H]4CC[C@H]([C@@H](CCC(=O)O)C)[C@]4(CC[C@@H]3[C@]2(CC1)C)C)O)CC)F 3α,7α-Dihydroxyl-4β-fluoro-6α-ethyl-5β-cholanic Acid